Cl.NC(C(=O)N1CCN(CC1)C(=O)NC1=NC(N(C=C1)C1=CC=C(C=C1)CNC1CC(C(CC1)N)C)=O)(C)C 4-(2-Amino-2-methylpropanoyl)-N-(1-(4-(((4-amino-3-methylcyclohexyl)amino)methyl)phenyl)-2-oxo-1,2-dihydropyrimidin-4-yl)piperazine-1-carboxamide hydrochloride salt